ClC1=CC=C(C=C1)C1=C(CCC(C1)(C)C)CN1CC2N(C(C1)C2)C(=O)C=2C(=C1CN(C(C1=CC2)=O)C2C(NC(CC2)=O)=O)F 3-(5-(3-((4'-chloro-5,5-dimethyl-3,4,5,6-tetrahydro-[1,1'-biphenyl]-2-yl)methyl)-3,6-diazabicyclo[3.1.1]heptane-6-carbonyl)-4-fluoro-1-oxoisoindolin-2-yl)piperidine-2,6-dione